COC1=C(C=CC=C1)C=1C(CC=CC1)(C1=CC=CC=C1)S methoxy-terphenyl-2'-thiol